5-(((1S,4S)-5-benzhydryl-2,5-diazabicyclo[2.2.1]heptane-2-yl)methyl)-2-(2,6-dioxopiperidin-3-yl)isoindoline-1,3-dione C(C1=CC=CC=C1)(C1=CC=CC=C1)N1[C@@H]2CN([C@H](C1)C2)CC=2C=C1C(N(C(C1=CC2)=O)C2C(NC(CC2)=O)=O)=O